COC(=O)C1=CC=CC2=C1NC(N2)=O 2-oxo-2,3-dihydro-1H-benzimidazole-7-carboxylic acid methyl ester